(2S)-5,5-dimethyl-2-{[(2-methylpyridin-4-yl)methyl]amino}hexanoic acid CC(CC[C@@H](C(=O)O)NCC1=CC(=NC=C1)C)(C)C